Tert-butyl (R)-3-((S)-3-(3-bromobenzofuran-6-yl)-1-(tert-butoxy)-1-oxopropan-2-yl)pyrrolidine-1-carboxylate BrC1=COC2=C1C=CC(=C2)C[C@H](C(=O)OC(C)(C)C)[C@@H]2CN(CC2)C(=O)OC(C)(C)C